5-(2-Ethyl-6-fluorophenyl)-3-(3-(4-methylpiperazin-1-yl)phenyl)-1H-pyrazolo[4,3-c]pyridazin-6(5H)-on C(C)C1=C(C(=CC=C1)F)N1N=C2C(=CC1=O)NN=C2C2=CC(=CC=C2)N2CCN(CC2)C